C1(=CC=CC=C1)[C@@H]1[C@H](C1)NC(=O)[C@@H]1CN(C[C@H]1C(=O)N[C@@H]1[C@H](C1)C1=CC=CC=C1)C(C1=CC=C(C=C1)C(C(F)(F)F)N1C[C@@H](N(CC1)C)C(NCCCCCCCCCCCCCC)=O)=O (3S,4S)-N3,N4-bis((1S,2R)-2-phenylcyclopropyl)-1-(4-(2,2,2-trifluoro-1-((R)-4-methyl-3-(tetradecylcarbamoyl)piperazin-1-yl)ethyl)benzoyl)pyrrolidine-3,4-dicarboxamide